tert-butyl 2-bromo-6,7-dihydro[1,3]thiazolo[5,4-c]pyridine-5(4H)-carboxylate BrC=1SC=2CN(CCC2N1)C(=O)OC(C)(C)C